(S)-(1-oxo-propane-2-yl)carbamic acid tert-butyl ester C(C)(C)(C)OC(N[C@H](C=O)C)=O